NC1=NC2=CC(=CC=C2C=N1)C1=NC=CC(=C1)NC(C=C)=O N-[2-(2-aminoquinazolin-7-yl)-4-pyridyl]prop-2-enamide